adenosine-13C [13C@@H]1([C@H](O)[C@H](O)[C@@H](CO)O1)N1C=NC=2C(N)=NC=NC12